benzyl 1-{2-[(tert-butyldimethylsilyl) oxy]-2-methylpropyl}-2-(ethoxymethyl)-5-phenyl-1H-imidazole-4-carboxylate [Si](C)(C)(C(C)(C)C)OC(CN1C(=NC(=C1C1=CC=CC=C1)C(=O)OCC1=CC=CC=C1)COCC)(C)C